C(C(C)C)C1=NC(=NN1)CCCCCCCCC1=NNC(=N1)CC(C)C 3,3'-octamethylenebis(5-isobutyl-1H-1,2,4-triazole)